FC1([C@@H](C1)C(=O)N1[C@@H]2CN(C[C@H]1CC2)C2=NC(=NC=C2)NC=2C=NN(C2)C)F [(1S)-2,2-difluorocyclopropyl]-[(1S,5R)-3-[2-[(1-methylpyrazol-4-yl)amino]pyrimidin-4-yl]-3,8-diazabicyclo[3.2.1]octan-8-yl]methanone